(2,4,6-trimethyl-cyclohex-3-enyl)-propan-1-one CC1C(C(CC(=C1)C)C)C(CC)=O